ClC=1C=CC(=C(C1)N1N=C(N=C1[C@H](C)O)CN1C(N(C(=C1)C1=CC=C(C=C1)Cl)C[C@@H](C(F)(F)F)O)=O)OC 1-((1-(5-chloro-2-methoxyphenyl)-5-((S)-1-hydroxyethyl)-1H-1,2,4-triazol-3-yl)methyl)-4-(4-chlorophenyl)-3-((S)-3,3,3-trifluoro-2-hydroxypropyl)-1,3-dihydro-2H-imidazol-2-one